3-(tert-butoxy)-2-((tert-butoxycarbonyl)amino)-3-oxopropyl (2-((2-(methacryloyloxy)ethyl)dimethylammonio)ethyl) phosphate P(=O)(OCC(C(=O)OC(C)(C)C)NC(=O)OC(C)(C)C)(OCC[N+](C)(C)CCOC(C(=C)C)=O)[O-]